C1(=CC(=CC=C1)C(C(C(C)C)OC(=O)N[C@@H](CC(C)C)C(=O)O)(F)F)C1=CC=CC=C1 (((1-([1,1'-Biphenyl]-3-yl)-1,1-difluoro-3-methylbutan-2-yl)oxy)carbonyl)-L-leucine